(5-amino-2,3-dichloro-4-pyridinyl)-(2,6-difluorophenyl)methanone NC=1C(=C(C(=NC1)Cl)Cl)C(=O)C1=C(C=CC=C1F)F